FC=1C=C(C(=O)NCC2CCC(CC2)C2=NC(=NO2)C2=NC=C(N=C2)OC)C=C(C1O)F 3,5-difluoro-4-hydroxy-N-({(1r,4r)-4-[3-(5-methoxy-pyrazin-2-yl)-1,2,4-oxadiazol-5-yl]cyclohexyl}methyl)benzamide